C(C)C(CN1C(=C(C(C=C1)=O)O)C(C)=O)CCCC N-(2-ethylhexyl)-2-acetyl-3-hydroxypyridin-4-one